C(C)OC[C@@H](C1=CC(=CC=C1)OC(F)(F)F)NC(C[C@H](C(C)(C)C)O)=O (R)-N-((R)-2-Ethoxy-1-(3-(trifluoromethoxy)phenyl)ethyl)-3-hydroxy-4,4-dimethylpentanamid